5-fluoro-1,3-dihydro-1-hydroxy-2,1-benzoxazolone FC=1C=CC2=C(C(ON2O)=O)C1